NC=1C=C(C=C(C1)C(F)(F)F)[C@@H](C)NC=1C2=C(N=C(N1)C)N=C(C(=C2)C2=CC=NC=C2)N2CCCC2 (R)-N-(1-(3-amino-5-(trifluoromethyl)phenyl)ethyl)-2-methyl-6-(pyridin-4-yl)-7-(pyrrolidin-1-yl)pyrido[2,3-d]pyrimidin-4-amine